NC1=NN2C(C=C(C=C2)C=2C(=NC(=C(C(=O)NCC3=C(C(=CC(=C3)F)F)C(=O)N3CC(CC3)(F)F)C2)OC)C)=N1 5-(2-amino-[1,2,4]triazolo[1,5-a]pyridin-7-yl)-N-(2-(3,3-difluoropyrrolidine-1-carbonyl)-3,5-difluorobenzyl)-2-methoxy-6-methylnicotinamide